Natrium isostearat C(CCCCCCCCCCCCCCC(C)C)(=O)[O-].[Na+]